3-(1-methyl-1H-pyrazol-4-yl)quinoline-6-carboxylic acid methyl ester COC(=O)C=1C=C2C=C(C=NC2=CC1)C=1C=NN(C1)C